(S)-2-amino-2-((1S,3S)-3-(biphenyl-4-ylmethylamino)cyclopentyl)-6-boronohexanoic acid N[C@@](C(=O)O)(CCCCB(O)O)[C@@H]1C[C@H](CC1)NCC1=CC=C(C=C1)C1=CC=CC=C1